[Se]1N=CC=C1 isoselenazol